FC(CN1CC(C1)N1N=NC(=C1)C1=NC2=CC=C(C=C2C(=C1)NC(C)C)C=1C=NNC1)F 1-(1-(2,2-difluoroethyl)azetidin-3-yl)-1H-1,2,3-triazol-4-yl-N-isopropyl-6-(1H-pyrazol-4-yl)quinolin-4-amine